2',6'-Dichloro-3,4'-bipyridine ClC1=NC(=CC(=C1)C=1C=NC=CC1)Cl